2-bromo-6-fluoro-3-nitro-benzoic acid BrC1=C(C(=O)O)C(=CC=C1[N+](=O)[O-])F